Nonane-2-carbaldehyde CC(CCCCCCC)C=O